(2s,4s)-2-(4-(Naphthalen-2-yl)piperidine-1-carbonyl)-7-oxa-5-azaspiro[3.4]octan C1=C(C=CC2=CC=CC=C12)C1CCN(CC1)C(=O)C1CC2(C1)NCOC2